[O-]P([O-])(=O)OP(=O)(OCCC(=C)C)[O-] 3-isopentenyl pyrophosphate